(R)-tert-butyl (3-carbamoyl-1-(2-((2-((3-chloro-2-fluorobenzyl)amino)-2-oxoethyl)(1-hydroxy propan-2-yl)amino)-2-oxoethyl)-1H-indazol-5-yl)carbamate C(N)(=O)C1=NN(C2=CC=C(C=C12)NC(OC(C)(C)C)=O)CC(=O)N([C@@H](CO)C)CC(=O)NCC1=C(C(=CC=C1)Cl)F